Br[C@]1([C@@H](O[C@@H]([C@H]1O)CO)N1C(=O)N=C(N)C=C1)F deoxy-2'-bromo-2'-fluorocytidine